FC(OC1CC2N(C(C1)C2)C(=O)OC(C)(C)C)F trans-tert-butyl 3-(difluoromethoxy)-6-azabicyclo[3.1.1]heptane-6-carboxylate